4-Nitrobenzoic acid 3,7-dimethylnon-6-en-1-yl ester CC(CCOC(C1=CC=C(C=C1)[N+](=O)[O-])=O)CCC=C(CC)C